C(C)(C)(C)OC(NCC1=CC(=CC(=C1)C#C[Si](C)(C)C)F)=O 3-Fluoro-5-((trimethylsilyl)ethynyl)benzyl-carbamic acid tert-butyl ester